C(=O)C=1C=C2C=C(N=CC2=C(N1)NC)NC(=O)C1CC1 N-(6-formyl-8-(methylamino)-2,7-naphthyridin-3-yl)cyclopropanecarboxamide